N[C@H](C(=O)NC1=CC2=C(S1)CC(CC2)(C(NC)=O)NC(OCC2=CC=CC=C2)=O)C2CCCCC2 benzyl (2-((S)-2-amino-2-cyclohexylacetamido)-6-(methylcarbamoyl)-4,5,6,7-tetrahydrobenzo[b]thiophen-6-yl)carbamate